NC=1C=CC=2N(C3=CC=C(C=C3C2C1)N)N 3,6,9-Triaminocarbazole